(4R)-4-cyano-N-((4-(3-fluoro-3-phenylpyrrolidin-1-yl)pyridin-2-yl)methyl)-4-methylisochroman-6-carboxamide C(#N)[C@@]1(COCC2=CC=C(C=C12)C(=O)NCC1=NC=CC(=C1)N1CC(CC1)(C1=CC=CC=C1)F)C